S1C(=NC2=C1C=CC=C2)COC=2C=C1C(=CC(=NC1=CC2)C(=O)OCC)C(=O)OCC diethyl 6-(benzo[d]thiazol-2-ylmethoxy)quinoline-2,4-dicarboxylate